N,N'-difluoro-2,2'-bipyridinium bis(tetrafluoroborate) [B-](F)(F)(F)F.[B-](F)(F)(F)F.C1=CC=[N+](C(=C1)C2=CC=CC=[N+]2F)F